C(C)(C)(C)OC(=O)N1CCC(CC1)(O)C=1C=C(C(C(=O)OC)=CC1)C(=O)OC 1,2-dimethyl 4-[1-(tert-butoxycarbonyl)-4-hydroxypiperidin-4-yl]phthalate